COC[C@H]1N(CCC1)C(CC1=CC=C(C=C1)NC(=O)NCC1=CC=C(C=C1)Cl)=O N-(4-{2-[(2S)-2-(methoxymethyl)pyrrolidinyl]-2-oxoethyl}phenyl){[(4-chlorophenyl)methyl]amino}carboxamide